tert-butyl ((3S,4R)-4-hydroxypyrrolidin-3-yl)carbamate O[C@H]1[C@H](CNC1)NC(OC(C)(C)C)=O